Cl.O=C1N(CC2=C1N(C=1N(C2=O)N=C(C1)[C@H]1CNCC1)CC(=O)NC1=NC=C(C=C1)F)C(C)C |r| 2-{5,8-dioxo-6-(propan-2-yl)-2-[(±)-pyrrolidin-3-yl]-5,6,7,8-tetrahydro-4H-pyrazolo[1,5-a]pyrrolo[3,4-d]pyrimidin-4-yl}-N-(5-fluoropyridin-2-yl)acetamide hydrochloride